methyl 1,5-dimethyl-4,5,6,7-tetrahydro-1H-imidazo[4,5-c]pyridine-2-carboxylate CN1C(=NC=2CN(CCC21)C)C(=O)OC